NC=1C=C(C=CC1)C(C(=O)NCC1=CC=CC=C1)N(C(C#C)=O)C1=CC=C(C=C1)C#N N-(1-(3-Aminophenyl)-2-(benzylamino)-2-oxoethyl)-N-(4-cyanophenyl)-propiolamide